C1(CC1)C1=C(C=C(C=C1)[C@H](C1=CC=CC=C1)NC(=O)[C@H]1N(C[C@@H](C1)F)C(=O)OC(C)(C)C)F tert-butyl (2S,4r)-2-(((S)-(4-cyclopropyl-3-fluorophenyl) (phenyl) methyl) carbamoyl)-4-fluoropyrrolidine-1-carboxylate